C(C)N1C(C(=CC2=C1N=C(N=C2)N[C@@H]2CN(C[C@H](C2)F)C(=O)OCC2=CC=CC=C2)C2=CC(=NN2C)NS(=O)(=O)CC2=CC=CC=C2)=O Benzyl (3S,5S)-3-((8-ethyl-6-(1-methyl-3-((phenylmethyl)sulfonamido)-1H-pyrazol-5-yl)-7-oxo-7,8-dihydropyrido[2,3-d]pyrimidin-2-yl)amino)-5-fluoropiperidine-1-carboxylate